NC1=C2N=CN(C2=NC(=N1)F)[C@H]1C[C@@H]([C@@](O1)(C#C)COP(=O)(OC1=CC=CC=C1)N[C@@H](C)C(=O)OC(CCCCCCC)CCCCCCC)O pentadecan-8-yl ((((2R,3S,5R)-5-(6-amino-2-fluoro-9H-purin-9-yl)-2-ethynyl-3-hydroxytetrahydrofuran-2-yl) methoxy) (phenoxy) phosphoryl)-L-alaninate